C(C)(C)C1=C(C=CC=C1)NC(=S)N\N=C\C1=CC=C(C=C1)N1N=CC(=C1)NC(C1=CC=C(C=C1)OC(F)(F)F)=O N-[1-[4-[(E)-[(2-isopropylphenyl)carbamothioylhydrazono]methyl]phenyl]pyrazol-4-yl]-4-(trifluoromethoxy)benzamide